CSC(C(C)N1N=CC(=C1C)C(=O)O)C 1-(3-(Methylthio)butan-2-yl)-5-methyl-1H-pyrazole-4-carboxylic acid